NC1=C(C=C2C(=N1)C=C(N2)CN2C(C1=CC(=CC=C1[C@@]21C(N(CC1)CC#CC1CC1)=O)F)=O)F (S)-2-((5-Amino-6-fluoro-1H-pyrrolo[3,2-b]pyridin-2-yl)methyl)-1'-(3-cyclopropylprop-2-yn-1-yl)-5-fluorospiro[isoindoline-1,3'-pyrrolidine]-2',3-dione